tert-butyl ((1-(4-(difluoromethoxy)phenyl)-4-(hydroxymethyl)-1H-pyrazolo[3,4-b]pyridin-3-yl)methyl)carbamate FC(OC1=CC=C(C=C1)N1N=C(C=2C1=NC=CC2CO)CNC(OC(C)(C)C)=O)F